FC(COC1=CC2=C(C[C@](O2)(C)CO)C=C1NC(=O)C=1C=NN2C1N=CC=C2)F (R)-N-(6-(2,2-difluoroethoxy)-2-(hydroxymethyl)-2-methyl-2,3-dihydrobenzofuran-5-yl)pyrazolo[1,5-a]pyrimidine-3-carboxamide